1,N3-bis(2,3-dihydroxypropyl)-5-(N-(2,3-dihydroxypropyl)acetamido)-2,4,6-triiodoisophthalamide OC(CC1(C(=O)N)C(C(C(=O)NCC(CO)O)=C(C(=C1I)N(C(C)=O)CC(CO)O)I)I)CO